indolo[1,2-f]phenanthridine C1=C2C=3N(C=4C=CC=CC4C2=CC=C1)C=1C=CC=CC1C3